C(C)(C)(C)OC(NCCCC=1OC(=CC1)C(NC1=CC=C(C=C1)CNC(=O)OC(C)(C)C)=O)=O (3-{5-[4-(tert-butoxycarbonylamino-methyl)-phenylcarbamoyl]-furan-2-yl}-propyl)-carbamic acid tert-butyl ester